ClC=1C(=NC(=NC1)NC1CCOCC1)C1=CC=C2CN(C(C2=C1)=O)[C@@H](C(=O)N[C@H](CO)C1=NC(=C(C=C1)Cl)C)C (2R)-2-(6-{5-Chloro-2-[(oxan-4-yl)amino]pyrimidin-4-yl}-1-oxo-2,3-dihydro-1H-isoindol-2-yl)-N-[(1S)-1-(5-chloro-6-methylpyridin-2-yl)-2-hydroxyethyl]propanamid